FC(C(C(C(C(C(C(C(S(=O)(=O)[O-])(F)F)(F)F)(F)F)(F)F)(F)F)(F)F)(F)F)(F)F Heptadecafluorooctanesulfonate